5-(2-chloro-5-fluoropyridin-4-yl)-1,5-dihydro-4H-pyrazolo[4,3-c]pyridin-4-one ClC1=NC=C(C(=C1)N1C(C2=C(C=C1)NN=C2)=O)F